N-(cyclopropylsulfonyl)-5-((2-fluorobenzyl)oxy)-2-methylbenzofuran-3-carboxamide C1(CC1)S(=O)(=O)NC(=O)C1=C(OC2=C1C=C(C=C2)OCC2=C(C=CC=C2)F)C